OCCN1CCNCC1 4-(2-Hydroxyethyl)piperazine